trans-1-((4-((S)-3-(5-cyanopyridin-3-yl)isoxazolidine-2-carbonyl)cyclohexyl)methyl)-1H-pyrrolo[3,2-b]pyridine-6-carbonitrile C(#N)C=1C=C(C=NC1)[C@H]1N(OCC1)C(=O)[C@@H]1CC[C@H](CC1)CN1C=CC2=NC=C(C=C21)C#N